4,13-dichloro-10-(2,6-difluoro-4-{[2-(methylamino)ethyl]amino}phenyl)-8-ethyl-15-methyl-6,8,10-triazatricyclo[9.4.0.02,7]pentadeca-1(11),2(7),3,5,12,14-hexaen-9-one ClC1=CC=2C=3C(=CC(=CC3N(C(N(C2N=C1)CC)=O)C1=C(C=C(C=C1F)NCCNC)F)Cl)C